C1C(=CN2CC=CC12C(=O)[O-])C(=O)[O-] 1H-pyrrolizine-2,7a(5H)-dicarboxylate